C(CC)OC(=O)C=1C2=C(OC1C)C1=CC=CC=C1C(=C2)NS(=O)(=O)C2=CC=C(C=C2)OCC 5-(4-ethoxyphenylsulfonamido)-2-methylnaphtho[1,2-b]furan-3-carboxylic acid propyl ester